3-amino-2-bromo-6-chloro-N-cyclopropyl-isonicotinamide NC1=C(C(=O)NC2CC2)C=C(N=C1Br)Cl